methyl 4-bromo-1-(3-((tert-butoxycarbonyl) amino) propyl)-1H-pyrrole-2-carboxylate BrC=1C=C(N(C1)CCCNC(=O)OC(C)(C)C)C(=O)OC